ClC1=C(C=C(C=C1)NC(=O)C1=NC(=NC=C1)N1C=NC=C1)F N-(4-chloro-3-fluorophenyl)-2-(1H-imidazol-1-yl)pyrimidine-4-carboxamide